4,6-dichloro-N-(8-fluoro-2-methyl-4-oxo-3-(2-(trifluoromethyl)benzyl)-3,4-dihydroquinazolin-5-yl)-5-hydroxypicolinamide ClC1=CC(=NC(=C1O)Cl)C(=O)NC1=C2C(N(C(=NC2=C(C=C1)F)C)CC1=C(C=CC=C1)C(F)(F)F)=O